C(=O)O.CN1C[C@@H](CCC1)NC1=NN=C(C=2N1C=CN2)C2=C(C=C(C=C2)C(F)(F)F)O 2-(5-{[(3R)-1-methylpiperidin-3-yl]amino}imidazo[1,2-d][1,2,4]triazin-8-yl)-5-(trifluoromethyl)phenol formate salt